(6-cyclopropyl-2-(((2-((1S*,2S*)-2-(4-methylpyrimidin-2-yl)cyclopropyl)quinazolin-7-yl)amino)methyl)imidazo[1,2-a]pyridin-8-yl)-3-methylimidazolidine-2,4-dione C1(CC1)C=1C=C(C=2N(C1)C=C(N2)CNC2=CC=C1C=NC(=NC1=C2)[C@@H]2[C@H](C2)C2=NC=CC(=N2)C)N2C(N(C(C2)=O)C)=O |o1:24,25|